NC1=C(C=CC=C1)C(\C=C\C1=CC(=C(C=C1)C)OC1OCCCC1)=O (E)-1-(2-Aminophenyl)-3-[4-methyl-3-(oxan-2-yloxy)phenyl]prop-2-en-1-one